C(C)C1=CC=C2C(=N1)N(N=N2)C2=CC(=C(C(=O)N(C1=NC=CC3=CC=CC(=C13)C)[C@H]1CN(CCC1)C(=O)OC(C)(C)C)C=C2)F tert-butyl (R)-3-(4-(5-ethyl-3H-[1,2,3]triazolo[4,5-b]pyridin-3-yl)-2-fluoro-N-(8-methylisoquinolin-1-yl)benzamido)piperidine-1-carboxylate